C(#C)C1=CC=C(C(=N1)N1CC2CC2C1)F 3-(6-ethynyl-3-fluoropyridin-2-yl)-3-azabicyclo[3.1.0]hexane